BrC1=CC2=C(NCCCC2)C=C1 7-bromo-1,3,4,5-tetrahydro-2H-benzo[b]azepine